COCCCN1CCC(CC1)O 1-(3-methoxypropyl)piperidin-4-ol